(2S,3S,4R,5R)-5-(6-(benzylamino)-2-(6-cyanopyridin-3-yl)-9H-purin-9-yl)-3,4-dihydroxy-N-(methyl-d3)-tetrahydrofuran-2-carboxamide C(C1=CC=CC=C1)NC1=C2N=CN(C2=NC(=N1)C=1C=NC(=CC1)C#N)[C@H]1[C@@H]([C@@H]([C@H](O1)C(=O)NC([2H])([2H])[2H])O)O